ClC1=C(C(=CC=C1Cl)O)C1CC2N(C(C3N(C2=O)CCC3O)=O)CC1 7-(2,3-dichloro-6-hydroxyphenyl)-1-hydroxyhexahydro-1H-pyrido[1,2-a]pyrrolo[1,2-d]pyrazine-5,11(5aH,11aH)-dione